8-((6-((4,4-bis(((Z)-oct-5-en-1-yl) oxy) butanoyl) oxy) hexyl) (3-hydroxypropyl) amino)-7-hydroxyoctanoate C(CCC\C=C/CC)OC(CCC(=O)OCCCCCCN(CC(CCCCCC(=O)[O-])O)CCCO)OCCCC\C=C/CC